NC=1C2=C(N=CN1)N1C(=C2Br)CN(C(C1)CC)C(C=C)=O 1-(4-amino-5-bromo-8-ethyl-8,9-dihydropyrazino[1',2':1,5]pyrrolo[2,3-d]pyrimidin-7(6H)-yl)prop-2-en-1-one